5-chloro-4-(4-chloro-1-methyl-1H-pyrazol-5-yl)thiophene-2-carbaldehyde ClC1=C(C=C(S1)C=O)C1=C(C=NN1C)Cl